N1(CCC1)C1=CC(=C(C(=O)N2CCC(CC2)C2=C(C#N)C=CC=C2)C=C1C1=NN=C(N1)CC)C (1-(4-(azetidin-1-yl)-5-(5-ethyl-4H-1,2,4-triazol-3-yl)-2-methylbenzoyl)piperidin-4-yl)benzonitrile